5-(dimethylsulfamoyl)-N-(2-fluorophenyl)-2-pyrrolidin-1-ylbenzamide CN(S(=O)(=O)C=1C=CC(=C(C(=O)NC2=C(C=CC=C2)F)C1)N1CCCC1)C